CC1(CNCCO1)C (R)-(2,2-dimethylmorpholine)